ethyl 2-[4-bromo-2-[3-[2-[(6-chloro-2-pyridyl)oxymethyl]-5-cyano-phenyl]-3-oxo-propyl]-5-methyl-phenyl]acetate BrC1=CC(=C(C=C1C)CC(=O)OCC)CCC(=O)C1=C(C=CC(=C1)C#N)COC1=NC(=CC=C1)Cl